ClC=1C=C(C=CC1)[C@H]1N(C[C@H](C(C1)(F)F)C)C(C(=O)NC=1C=C(C(=NC1)NC(OC(C)(C)C)=O)C)=O |r| rac-tert-butyl (5-(2-((2S,5R)-2-(3-chlorophenyl)-4,4-difluoro-5-methylpiperidin-1-yl)-2-oxoacetamido)-3-methylpyridin-2-yl)carbamate